3-(difluorodimethylsilyl)propanenitrile FC([SiH](CCC#N)C)F